4,7-diazadecan-1,10-diamine C(CCNCCNCCCN)N